6-chloro-5-cyclopropyl-N2-(2,6-difluoro-4-methylsulfonyl-phenyl)-N4-[(4-methoxyphenyl)methyl]-N2-methyl-N4-(5-methyl-1-tetrahydropyran-2-yl-pyrazol-3-yl)pyrimidine-2,4-diamine ClC1=C(C(=NC(=N1)N(C)C1=C(C=C(C=C1F)S(=O)(=O)C)F)N(C1=NN(C(=C1)C)C1OCCCC1)CC1=CC=C(C=C1)OC)C1CC1